(R)-1-(3-(benzyloxy)phenyl)propane-2-amine C(C1=CC=CC=C1)OC=1C=C(C=CC1)C[C@@H](C)N